OC1(OC2=CC=CC=C2C(=C1NC(C)=O)C1=CC2=CC=CC=C2C=C1)C(F)(F)F N-(2-Hydroxy-4-(naphthalen-2-yl)-2-(trifluoromethyl)-2H-chromen-3-yl)acetamide